5-Methoxyacridine COC1=C2N=C3C=CC=CC3=CC2=CC=C1